COC1=C(C=CC=C1)N1CCN(CC1)CC1=CC=C(CNC2=CC=CC=3N=NN(C(C32)=O)C3C(NC(CC3)=O)=O)C=C1 3-(5-((4-((4-(2-methoxyphenyl)piperazin-1-yl)methyl)benzyl)amino)-4-oxobenzo[d][1,2,3]triazin-3(4H)-yl)piperidine-2,6-dione